CN1N=C2C=C(C=CC2=C1)C(=O)Cl methyl-2H-indazole-6-carbonyl chloride